N'-(oxybis(methylene))bis(4,1-phenylene)dibenzoamide O(CC1=CC=C(C=C1)C1=C(C(=O)N)C=CC=C1)CC1=CC=C(C=C1)C1=C(C(=O)N)C=CC=C1